1-Chloro-3-(dodecylamino)propan-2-ol ClCC(CNCCCCCCCCCCCC)O